OC1=CC=C(C=C1)C(C1=CC=CC=C1)(C1=CC=C(C=C1)O)C1=CC=C(C=C1)O tris-(4-hydroxyphenyl)-phenylmethane